C(C)(=O)OC1C(CCCC1)C(C)(C)C 2-tert-butyl-1-cyclohexyl acetate